Bis[4-(4-aminophenyl)Phenyl]hexafluoropropane NC1=CC=C(C=C1)C1=CC=C(C=C1)C(C(F)(F)F)(C(F)(F)F)C1=CC=C(C=C1)C1=CC=C(C=C1)N